C[C@@]12C[C@H]([C@@H]([C@]1(CC(=O)[C@@]3([C@H]2CC=C4[C@H]3C=C(C(=O)C4(C)C)O)C)C)[C@](C)(C(=O)C[C@H](C(C)(C)O)O)O)O The molecule is a cucurbitacin that is 9,10,14-trimethyl-4,9-cyclo-9,10-secocholesta-2,5-diene substituted by hydroxy groups at positions 2, 16, 20, 24 and 25 and oxo groups at positions 1, 11 and 22. It has a role as a plant metabolite. It is a cucurbitacin and a tertiary alpha-hydroxy ketone.